tris(4-amino phenyl) thiophosphate P(=S)(OC1=CC=C(C=C1)N)(OC1=CC=C(C=C1)N)OC1=CC=C(C=C1)N